(Z)-eicos-15-en-1-yl acetate C(C)(=O)OCCCCCCCCCCCCCC\C=C/CCCC